4-(1-(8-chloroquinolin-7-yl)-1H-imidazol-4-yl)-N-(1-(methylsulfonyl)piperidin-4-yl)-5-(trifluoromethyl)pyrimidin-2-amine ClC=1C(=CC=C2C=CC=NC12)N1C=NC(=C1)C1=NC(=NC=C1C(F)(F)F)NC1CCN(CC1)S(=O)(=O)C